8-Chloro-2-(4-((5-cyclopropyl-3-(3,5-dichloropyridin-4-yl)isoxazol-4-yl)methoxy)bicyclo[2.2.2]octan-1-yl)-6-methoxychinolin ClC=1C=C(C=C2C=CC(=NC12)C12CCC(CC1)(CC2)OCC=2C(=NOC2C2CC2)C2=C(C=NC=C2Cl)Cl)OC